C(C)[Ge](C)(C)C (ethyl)(trimethylgermanium)